N1N=CC(=C1)C1=CC=C(C=C1)NC1=NC(=NC=C1)C=1C=C2CN(CC2=CC1)C(=O)OC(C)(C)C tert-butyl 5-(4-((4-(1H-pyrazol-4-yl)phenyl)amino) pyrimidin-2-yl)isoindoline-2-carboxylate